(2S,4r)-2-(hydroxymethyl)piperidin-4-ol ethyl-(2-cyano-2-(2-(3,5-dimethyl-4-((2'-oxospiro[cyclobutane-1,3'-indolin]-5'-yl)oxy)phenyl)hydrazineylidene)acetyl)carbamate C(C)N(C(=O)O[C@H]1C[C@H](NCC1)CO)C(C(=NNC1=CC(=C(C(=C1)C)OC=1C=C2C3(C(NC2=CC1)=O)CCC3)C)C#N)=O